C(CCCCCC)[Sn]=O Monoheptyl-Tin Oxide